ClC1=CC=C2C(=NC(N(C2=C1)C1=CC=CC=C1)=O)N1CC(C1)C(=O)OC methyl 1-(7-chloro-2-oxo-1-phenyl-1,2-dihydroquinazolin-4-yl)azetidine-3-carboxylate